ClC=1C=NN(C1)C1=CC=C(C=N1)S(=O)(=O)NC=1C(=CC=C2C=NN(C12)C)OC 6-(4-CHLORO-1H-PYRAZOL-1-YL)-N-(6-METHOXY-1-METHYL-1H-INDAZOL-7-YL)PYRIDINE-3-SULFONAMIDE